2-amino-9-((2r,3r,5s)-3-hydroxy-5-((S)-1-hydroxypropyl)tetrahydrofuran-2-yl)-7-(2-(methylthio)ethyl)-7,9-dihydro-8H-purin-8-one NC1=NC=C2N(C(N(C2=N1)[C@@H]1O[C@@H](C[C@H]1O)[C@H](CC)O)=O)CCSC